Propyl β-D-galactopyranosyluronic acid-(1→3)-2-acetamido-2-deoxy-β-D-galactopyranosyl-(1→2)-4-O-acetyl-α-L-rhamnopyranosyl-(1→2)-α-L-rhamnopyranoside [C@@H]1([C@H](O)[C@@H](O)[C@@H](O)[C@H](O1)C(=O)O)O[C@@H]1[C@H]([C@@H](O[C@@H]([C@@H]1O)CO)O[C@H]1[C@@H](O[C@H]([C@@H]([C@H]1O)OC(C)=O)C)O[C@H]1[C@H](OCCC)O[C@H]([C@@H]([C@H]1O)O)C)NC(C)=O